N1=C(C=CC=C1)CCC(CCCCCCCC)=O pyridinylundecan-3-one